ClC1=C(C=C2C(=CC=NC2=C1)N1C=NC=C1)OC 7-chloro-4-(1H-imidazol-1-yl)-6-methoxyquinoline